NC1=C(C(=O)NC23CCC(CC2)(CC3)O)C=C(C=N1)C1=CC=C(C=C1)C13CN(CC3C1)C1CCOCC1 2-amino-N-(4-hydroxybicyclo[2.2.2]octan-1-yl)-5-(4-(3-(tetrahydro-2H-pyran-4-yl)-3-azabicyclo[3.1.0]-hexan-1-yl)phenyl)nicotinamide